N-(6-(3-(hydroxymethyl)-1H-pyrrolo[2,3-b]pyridin-5-yl)imidazo[1,2-a]pyridin-2-yl)cyclopropanecarboxamide OCC1=CNC2=NC=C(C=C21)C=2C=CC=1N(C2)C=C(N1)NC(=O)C1CC1